(1R,3aS,3bS,5aR,6R,7S,9aR,9bS,11aR)-6-Acetoxy-4,4-difluoro-9a,11a-dimethyl-1-[(2R)-6-methylhept-5-en-2-yl]hexadecahydro-1H-cyclopenta[1,2-i]phenanthren-7-yl acetate C(C)(=O)O[C@@H]1[C@@H]([C@@H]2CC([C@H]3[C@H]4[C@](CC[C@@H]3[C@]2(CC1)C)([C@H](CC4)[C@H](C)CCC=C(C)C)C)(F)F)OC(C)=O